ClC1=C(C(=C(C=N1)C(C)O)C)OC 1-(6-chloro-5-methoxy-4-methylpyridin-3-yl)ethan-1-ol